3-[2-(N,N-diethylamino)ethyl]-7-methoxy-4-methylcoumarin C(C)N(CC)CCC=1C(OC2=CC(=CC=C2C1C)OC)=O